CC1=C(C#N)C=CC=N1 methyl-nicotinonitrile